CN1CCC=2C1=NC=CC2C=2C=C1C=NN(C(C1=CC2)=O)C2=NC=CC=N2 6-(1-methyl-2,3-dihydro-1H-pyrrolo[2,3-b]pyridin-4-yl)-2-(pyrimidin-2-yl)phthalazin-1(2H)-one